6-bromo-8-fluoro-3-isopropylquinazolin-4(3H)-one BrC=1C=C2C(N(C=NC2=C(C1)F)C(C)C)=O